N-(2-(6-amino-2-fluoro-8-((6-iodo-3-oxo-2,3-dihydro-1H-inden-5-yl)methyl)-9H-purin-9-yl)ethyl)propane-2-sulfonamide NC1=C2N=C(N(C2=NC(=N1)F)CCNS(=O)(=O)C(C)C)CC=1C=C2C(CCC2=CC1I)=O